4-(dimethylamino)-2-((furan-2-ylmethyl)amino)quinazoline-6,7-diol CN(C1=NC(=NC2=CC(=C(C=C12)O)O)NCC=1OC=CC1)C